methyl (S)-3-(N-(4-chloro-5-cyano-2-(2-(3-((2-(trimethylsilyl)ethoxy)methoxy)propyl)piperidin-1-yl)phenyl)sulfamoyl)-4-hydroxybenzoate ClC1=CC(=C(C=C1C#N)NS(=O)(=O)C=1C=C(C(=O)OC)C=CC1O)N1[C@@H](CCCC1)CCCOCOCC[Si](C)(C)C